(4-Bromo-3-(5-(2-methyl-[1,1'-biphenyl]-3-yl)-1,3,4-oxadiazol-2-yl)benzyl)glycine methyl ester COC(CNCC1=CC(=C(C=C1)Br)C=1OC(=NN1)C=1C(=C(C=CC1)C1=CC=CC=C1)C)=O